F[C@@]1(C[C@H](N(C1)C(CNC(CCCOC1=CC=CC=C1)=O)=O)C(=O)O)CF (2S,4R)-4-fluoro-4-(fluoromethyl)-1-((4-phenoxybutyryl)glycyl)pyrrolidine-2-carboxylic acid